N1(N=CN=C1)CCNC1=C(C=C(C=C1)[N+](=O)[O-])Br N-(2-(1H-1,2,4-triazol-1-yl)ethyl)-2-bromo-4-nitroaniline